F[C@H]1CN(CC[C@H]1NC1=CC=NC=2N1N=C(C2SC(F)(F)F)I)C (3S,4R)-3-fluoro-N-{2-iodo-3-[(trifluoromethyl)sulfanyl]pyrazolo[1,5-a]pyrimidin-7-yl}-1-methylpiperidin-4-amine